C(C)OC(=O)C1CC2=CC=C(C=C2CC1)N1[C@@H]2C[C@H]([C@H](C1)C2)OCC=2C(=NOC2C2CC2)C2=C(C=CC=C2Cl)Cl 6-((1S,4S,5R)-5-((5-cyclopropyl-3-(2,6-dichlorophenyl)isoxazol-4-yl)methoxy)-2-aza-bicyclo[2.2.1]heptane-2-yl)-1,2,3,4-tetrahydronaphthalene-2-carboxylic acid (R)-ethyl ester